FC(C=1C(=C(N2N=C(N=CC21)N[C@H]2[C@@H](COCC2)O)C(C(F)(F)F)C)C#N)F 5-(difluoromethyl)-2-(((3S,4R)-3-hydroxytetrahydro-2H-pyran-4-yl)amino)-7-(1,1,1-trifluoropropan-2-yl)pyrrolo[2,1-f][1,2,4]triazine-6-carbonitrile